3-[7-[2-cyano-6-fluoro-3-[[2-hydroxyethyl(methyl)sulfamoyl]amino]phenoxy]quinoxalin-2-yl]-1-oxa-8-azaspiro[4.5]decane C(#N)C1=C(OC2=CC=C3N=CC(=NC3=C2)C2COC3(C2)CCNCC3)C(=CC=C1NS(N(C)CCO)(=O)=O)F